1,1'-(3,3'-dipropyl[1,1'-biphenyl]-4,4'-diyl)bis{4-trifluoroacetylamino-3-[(E)-diazenyl]naphthalene-1-sulfonic acid} C(CC)C=1C=C(C=CC1C1(CC(=C(C2=CC=CC=C12)NC(C(F)(F)F)=O)\N=N\[H])S(=O)(=O)O)C1=CC(=C(C=C1)C1(CC(=C(C2=CC=CC=C12)NC(C(F)(F)F)=O)\N=N\[H])S(=O)(=O)O)CCC